1-(4-(6-(2-(4-(3,3-difluorocyclobutoxy)pyridin-2-yl)acetamido)pyridazin-3-yl)-2-fluorobutyl)-N-methyl-1H-1,2,3-triazole-4-carboxamide FC1(CC(C1)OC1=CC(=NC=C1)CC(=O)NC1=CC=C(N=N1)CCC(CN1N=NC(=C1)C(=O)NC)F)F